trans-3-chloro-2-(2-fluoro-6-(3-fluoro-1-methyl-1H-pyrazol-4-yl)phenyl)-N-(6-hydroxy-6-methylspiro[3.3]heptan-2-yl)imidazo[1,2-a]pyridine-7-carboxamide ClC1=C(N=C2N1C=CC(=C2)C(=O)NC2CC1(C2)CC(C1)(C)O)C1=C(C=CC=C1C=1C(=NN(C1)C)F)F